1-(4-(2-(4-bromophenyl)-propan-2-yl)thiazol-2-yl)-3-((6-(piperazin-1-yl)pyridin-3-yl)methyl)urea BrC1=CC=C(C=C1)C(C)(C)C=1N=C(SC1)NC(=O)NCC=1C=NC(=CC1)N1CCNCC1